Methyl 4-(3-(1-(2-((tert-butoxycarbonyl)(2-phenylcyclopropyl)amino)acetyl)piperidin-4-yl)propyl)benzoate C(C)(C)(C)OC(=O)N(CC(=O)N1CCC(CC1)CCCC1=CC=C(C(=O)OC)C=C1)C1C(C1)C1=CC=CC=C1